sodium hydroxy-3,5,6-trifluoro-3-hydroxybenzoic acid OC1C(C(=O)O)=C(C(=CC1(O)F)F)F.[Na]